N1[C@@](CCCCN)(C(=O)O)CCCCCCCCCCCCCCC1 pentadecanolysine